methyl 4-((6-bromo-3-fluoropyridin-2-yl) methyl)-2-methylpiperidine-4-carboxylate BrC1=CC=C(C(=N1)CC1(CC(NCC1)C)C(=O)OC)F